vinyltrityl-peroxysilane C(=C)[SiH2]OOC(C1=CC=CC=C1)(C1=CC=CC=C1)C1=CC=CC=C1